C(C)OC(CCC1=NC2=C(N1C)C=CC(=C2)Br)=O 3-(5-bromo-1-methyl-benzoimidazol-2-yl)propionic acid ethyl ester